3-bromo-9,9-dimethylfluorene BrC=1C=CC=2C(C3=CC=CC=C3C2C1)(C)C